((6-acetyl-5-chloro-1-(phenylsulfonyl)-1H-indol-2-yl)methyl)acetamide C(C)(=O)C1=C(C=C2C=C(N(C2=C1)S(=O)(=O)C1=CC=CC=C1)CCC(=O)N)Cl